N1C=NC=C1CNCC1=CC2=C(OCO2)C(=C1)Cl N-((1H-Imidazol-5-yl)methyl)-1-(7-chlorobenzo[d][1,3]dioxol-5-yl)methanamine